(2-chlorophenyl)-4-((2-((4-((1-(2-(4-(4-(2,6-dioxopiperidin-3-yl)phenyl)piperazin-1-yl)acetyl)piperidin-4-yl)carbamoyl)phenyl)amino)-5-fluoropyrimidin-4-yl)amino)benzamide ClC1=C(C=CC=C1)C1=C(C(=O)N)C=CC(=C1)NC1=NC(=NC=C1F)NC1=CC=C(C=C1)C(NC1CCN(CC1)C(CN1CCN(CC1)C1=CC=C(C=C1)C1C(NC(CC1)=O)=O)=O)=O